CC1C(OC(CCCCCCCCCCC(NCN1)=O)C)=O methyl-18-methyl-1-oxa-4,6-diazacyclooctadecane-2,7-dione